(S)-5-(3-(1-((2-hydroxyethyl)amino)-2,3-dihydro-1H-inden-4-yl)-1,2,4-oxadiazol-5-yl)-2-isopropoxybenzonitrile OCCN[C@H]1CCC2=C(C=CC=C12)C1=NOC(=N1)C=1C=CC(=C(C#N)C1)OC(C)C